2-(7,8-dichloro-5-(2-hydroxypropyl)-2-oxo-1,2,3,4,5,6-hexahydroazepino[4,5-b]indol-10-yl)acetonitrile ClC1=C(C=C(C=2C3=C(NC12)C(CNC(C3)=O)CC(C)O)CC#N)Cl